benzyl 4-(2,4-dichloro-7H-pyrrolo[2,3-d]pyrimidin-7-yl)piperidine-1-carboxylate ClC=1N=C(C2=C(N1)N(C=C2)C2CCN(CC2)C(=O)OCC2=CC=CC=C2)Cl